C1(=CC=CC=C1)C1=NC(=NC(=N1)C1=CC=CC=C1)C=1C=C(C=CC1)C=1C=C(C=CC1C1=C(C=CC=C1)C1=NC(=NC(=N1)C1=CC=CC=C1)C1=CC=CC=C1)C1=CC=C(C=C1)C#N 3''-(4,6-diphenyl-1,3,5-triazin-2-yl)-4'-(2-(4,6-diphenyl-1,3,5-triazin-2-yl)phenyl)-[1,1':3',1''-terphenyl]-4-carbonitrile